NC1=C(C=C(C=N1)NC(C(=O)N1[C@H](CC[C@@H](C1)C)C=1C=CC2=C(N=CS2)C1)=O)C N-(6-amino-5-methylpyridin-3-yl)-2-((2R,5S)-(benzo[d]thiazol-5-yl)-5-methylpiperidin-1-yl)-2-oxoacetamide